9-(1-naphthyl)-3-[4-(1-naphthyl)-phenyl]-9H-carbazole C1(=CC=CC2=CC=CC=C12)N1C2=CC=CC=C2C=2C=C(C=CC12)C1=CC=C(C=C1)C1=CC=CC2=CC=CC=C12